C(C=C)OC1=C(C(=O)O)C=CC=C1 2-(prop-2-en-1-yloxy)-benzoic acid